9-Isopropyl-1-phenyl-3-(trifluoromethyl)-3H-pyrrolo[1,2-a]indol-3-ol C(C)(C)C1=C2N(C=3C=CC=CC13)C(C=C2C2=CC=CC=C2)(O)C(F)(F)F